Br[Mg]CCCCCC(C)C Bromo(6-methylheptyl)magnesium